selenium(IV) bromide [Se](Br)(Br)(Br)Br